(1R,3S,5R)-2-(2-(3-acetyl-7-methyl-5-(2-methylpyrimidin-5-yl)-1H-indol-1-yl)acetyl)-N-(6-bromo-4-fluoro-3-methylpyridin-2-yl)-5-methyl-2-azabicyclo[3.1.0]hexane-3-carboxamide C(C)(=O)C1=CN(C2=C(C=C(C=C12)C=1C=NC(=NC1)C)C)CC(=O)N1[C@@H]2C[C@@]2(C[C@H]1C(=O)NC1=NC(=CC(=C1C)F)Br)C